(R)-1-(5-chloro-3-fluoropyridin-2-yl)-3-(2-(methylsulfonyl)ethyl)-4-(4-(trifluoromethyl)benzyl)piperazine-2,5-dione ClC=1C=C(C(=NC1)N1C([C@H](N(C(C1)=O)CC1=CC=C(C=C1)C(F)(F)F)CCS(=O)(=O)C)=O)F